FC(C(=O)[O-])(F)F.ClC=1C=C2C(=NC(=NC2=CC1)C)N1C=2C=CC(=[NH+]C2CCC1)C(C)NC(C1=CC=C(C=C1)Cl)=O 5-(6-chloro-2-methylquinazolin-4-yl)-2-(1-(4-chlorobenzamido)ethyl)-5,6,7,8-tetrahydro-1,5-naphthyridin-1-ium 2,2,2-trifluoroacetate